3-(hydroxymethyl-phosphono)propionic acid OCOP(=O)(O)CCC(=O)O